ClC=1C(=NC(=NC1)NC=1C=NN(C1)CCC#N)C1=CC=C(C(=O)N[C@@H](C)C#N)C=C1 (S)-4-(5-chloro-2-((1-(2-cyanoethyl)-1H-pyrazol-4-yl)amino)pyrimidin-4-yl)-N-(1-cyanoethyl)benzamide